ClC=1C=C(OC2C(C(C2(C)C)N2C(C3=CC=CC=C3C2)=O)(C)C)C=CC1C#N 2-((1r,3r)-3-(3-chloro-4-cyanophenoxy)-2,2,4,4-tetramethylcyclobutyl)-1-oxoisoindoline